4-phenylbutyl acrylate C(C=C)(=O)OCCCCC1=CC=CC=C1